N-(6-((2,3-dihydro-1H-inden-4-yl)amino)-5-fluoro-1H-pyrazolo[3,4-b]pyridin-3-yl)acetamide tert-butyl-6-bromo-2-phenyl-1H-indole-1-carboxylate C(C)(C)(C)OC(=O)N1C(=CC2=CC=C(C=C12)Br)C1=CC=CC=C1.C1CCC2=C(C=CC=C12)NC1=C(C=C2C(=N1)NN=C2NC(C)=O)F